FCC(=O)NC1(O)[C@H](O)[C@@H](O)[C@H](O)[C@H](O1)CO Fluoroacetylamino-α,β-D-Glucopyranose